CN1N=C(C=C1C)NC1=NC=C(C(=N1)C1=CNC2=C(C=CC=C12)NC(C(C)N1CCCC1)=O)C N-(3-(2-((1,5-dimethyl-1H-pyrazol-3-yl)amino)-5-methylpyrimidin-4-yl)-1H-indol-7-yl)-2-(pyrrolidin-1-yl)propanamide